F[C@H]1C[C@H](N(C1)C(CN1C[C@H](CC1)NC1=C2C=CC=NC2=CC=C1OC)=O)C#N (2S,4S)-4-fluoro-1-[2-[(3S)-3-[(6-methoxy-5-quinolinyl)amino]pyrrolidin-1-yl]acetyl]pyrrolidine-2-carbonitrile